[C@H]12CN(C[C@H](CC1)N2)C2=NC(=NC1=C(C(=CC=C21)C2=CC(=CC1=CC=CC=C21)O)F)N2C[C@H]([C@@H](C2)O)O (3R,4R)-1-(4-((1R,5S)-3,8-diazabicyclo[3.2.1]octan-3-yl)-8-fluoro-7-(3-hydroxynaphthalen-1-yl)quinazolin-2-yl)pyrrolidine-3,4-diol